C(OC1=NC=2C=C(C=CC2C2=C1N=C(N2CC(C)(C)OC(=O)OC(C)(C)C)OCC)CC2=CC=C(C=C2)[N+](=O)[O-])([O-])=O 7-(4-nitro-benzyl)-1-(2-((tert-butoxycarbonyl) oxy)-2-methylpropyl)-2-(ethoxy)-imidazo[4,5-C]quinoline-yl carbonate